(S)-N-[2-(4-bromophenyl)-3-(pyridin-2-yl)propyl]-3,5-bis(trifluoromethyl)aniline BrC1=CC=C(C=C1)[C@@H](CNC1=CC(=CC(=C1)C(F)(F)F)C(F)(F)F)CC1=NC=CC=C1